amylphosphinic acid C(CCCC)P(O)=O